ICC(=O)NCCNC1=C2C=CC=CC2=CC=C1 5-((((2-iodoacetyl)amino)ethyl)amino)naphthalene